N-(4-methylpentyl)cyclohexane-1,2-diamine CC(CCCNC1C(CCCC1)N)C